O1C(OCC1)CCCCC(CCCCC1OCCO1)O 1,9-bis(1,3-dioxolan-2-yl)nonane-5-ol